acryloxypentanoic acid C(C=C)(=O)OC(C(=O)O)CCC